N(C(=O)N)C1(NC(=NC(=N1)N)N)N 2-Ureido-melamin